NC1=NC=CC=C1C1=NC=2C(=NC(=CC2)N2N=NC=C2)N1C=1C=C2CC[C@@H](C2=CC1)NC(C1=CC(=C(C=C1)O)C=O)=O N-[(1S)-5-[2-(2-aminopyridin-3-yl)-5-(1,2,3-triazol-1-yl)imidazo[4,5-b]pyridin-3-yl]-2,3-dihydro-1H-inden-1-yl]-3-formyl-4-hydroxybenzamide